BrC1=NN(C2=NC=CC=C21)COCC[Si](C)(C)C bromo-1-((2-(trimethylsilyl)ethoxy)methyl)-1H-pyrazolo[3,4-b]Pyridine